N-(3-chloro-2-methoxyphenyl)-4-([{3-[(1S)-1-(1,4-dioxan-2-yl)ethoxy]pyridin-4-yl}methyl]amino)-2-oxo-1,2,5,6-tetrahydropyridine-3-carbothioamide ClC=1C(=C(C=CC1)NC(=S)C=1C(NCCC1NCC1=C(C=NC=C1)O[C@@H](C)C1OCCOC1)=O)OC